C(C)OC(=O)C=1C=NN(C1C=NO)COCC[Si](C)(C)C.COC=1C=C(C=C(C1OC)OC)C(CC)=O (3,4,5-trimethoxyphenyl)propan-1-one Ethyl-5-(hydroxyiminomethyl)-1-(2-trimethylsilylethoxymethyl)pyrazole-4-carboxylate